(E)-6-(2-chloro-5-(4-fluoro-3-methoxystyryl)pyrimidin-4-yl)-2-methylbenzo[d]thiazole ClC1=NC=C(C(=N1)C1=CC2=C(N=C(S2)C)C=C1)\C=C\C1=CC(=C(C=C1)F)OC